5,5'-(pyrazine-3,6-diyl)dibenzaldehyde N1=CC(=NC=C1C=1C=CC=C(C=O)C1)C=1C=CC=C(C=O)C1